7-{5-[(3S)-3-[(3-fluorophenyl)methyl]piperidine-1-carbonyl]-6-methoxypyridin-3-yl}-5-(trifluoromethyl)pyrrolo[2,1-f][1,2,4]triazin-4-amine FC=1C=C(C=CC1)C[C@H]1CN(CCC1)C(=O)C=1C=C(C=NC1OC)C1=CC(=C2C(=NC=NN21)N)C(F)(F)F